3-(1H-pyrazol-1-yl)picolinonitrile N1(N=CC=C1)C=1C(=NC=CC1)C#N